C1=C(C=CC2=CC=CC=C12)S(=O)(=O)CS(=O)(=O)C1=CC2=CC=CC=C2C=C1 bis(2-naphthylsulfonyl)methane